2,5-dioxopyrrolidin-1-yl 2-(2-(6-((2S,6R)-2,6-dimethylmorpholino)pyridin-2-yl)-1,6-naphthyridin-7-yl)acetate C[C@@H]1O[C@@H](CN(C1)C1=CC=CC(=N1)C1=NC2=CC(=NC=C2C=C1)CC(=O)ON1C(CCC1=O)=O)C